(S)-5-((N-methylsulfamoyl)glycyl)-N-((S)-3-oxo-1-((S)-2-oxopyrrolidin-3-yl)-4-(trifluoromethoxy)butan-2-yl)-5-azaspiro[2.4]heptane-6-carboxamide CNS(=O)(=O)NCC(=O)N1CC2(CC2)C[C@H]1C(=O)N[C@@H](C[C@H]1C(NCC1)=O)C(COC(F)(F)F)=O